ClC=1C=C(CN2N=NC(=C2)C2CN(CC23CN(C3)C(=O)[C@@H]3C(C3)(C)C)C(=O)C3=CN=CS3)C=CC1Cl (8-(1-(3,4-dichlorobenzyl)-1H-1,2,3-triazol-4-yl)-2-((S)-2,2-dimethylcyclopropane-1-carbonyl)-2,6-diazaspiro[3.4]octan-6-yl)(thiazol-5-yl)methanone